3-(7-chloro-2-oxo-benzo[cd]indol-1-yl)piperidine-2,6-dione ClC1=CC=2C3=C(C(N(C3=C1)C1C(NC(CC1)=O)=O)=O)C=CC2